FC(OC1=NC=CC(=N1)C)F 2-(Difluoromethoxy)-4-methylpyrimidine